monoaluminum dihydrogen phosphate P(=O)(O)(O)[O-].[Al+3].P(=O)(O)(O)[O-].P(=O)(O)(O)[O-]